1-(2-(Azetidin-2-yl)chinolin-4-yl)-N-(5-chloro-6-(2H-1,2,3-triazol-2-yl)pyridin-3-yl)-5-(trifluoromethyl)-1H-pyrazol-4-carboxamid N1C(CC1)C1=NC2=CC=CC=C2C(=C1)N1N=CC(=C1C(F)(F)F)C(=O)NC=1C=NC(=C(C1)Cl)N1N=CC=N1